BrC1=CC2=C([C@@H](CO2)N(C(OC(C)(C)C)=O)C)C=C1F tert-butyl N-[(3S)-6-bromo-5-fluoro-2,3-dihydrobenzofuran-3-yl]-N-methyl-carbamate